N[C@@H]1CN(CC[C@H]1O)C1=NC2=C(N1CC1=CC=C(C#N)C=C1)C=CC=C2 4-((2-((3R,4R)-3-Amino-4-hydroxypiperidin-1-yl)-1H-benzo[d]imidazol-1-yl)methyl)benzonitril